1-(3-hydroxypropyl)-4-methylpiperazine OCCCN1CCN(CC1)C